C(C)(C)(C)OC(=O)NC(CNC(=O)C1=CN=CC(=N1)C=1N(C2=CC=CC=C2C1C)C(=O)OC(C)(C)C)(C)C tert-butyl 2-(6-((2-((tert-butoxycarbonyl) amino)-2-methylpropyl) carbamoyl) pyrazin-2-yl)-3-methyl-1H-indole-1-carboxylate